COC1=CC=C(C=C1)C1OCCCCO1 4-methoxyphenyl-[1,3]dioxepane